4-(3-(4-fluoro-2,6-dimethylphenoxy)-1-isopropyl-2-oxo-1,2-dihydropyridin-4-yl)-6-methyl-1,6-dihydro-7H-pyrrolo[2,3-c]pyridin-7-one FC1=CC(=C(OC=2C(N(C=CC2C=2C3=C(C(N(C2)C)=O)NC=C3)C(C)C)=O)C(=C1)C)C